(R)-1-(3,4-bis(benzyloxy)phenyl)-N-(2,2,2-trifluoroethyl)propan-2-amine C(C1=CC=CC=C1)OC=1C=C(C=CC1OCC1=CC=CC=C1)C[C@@H](C)NCC(F)(F)F